1,3-dimethyl-8-(methylsulfonyl)-1H-purine-2,6(3H,7H)-dione CN1C(N(C=2N=C(NC2C1=O)S(=O)(=O)C)C)=O